2-(tert-butoxycarbonyl-(phenyl)amino)acetic acid C(C)(C)(C)OC(=O)N(CC(=O)O)C1=CC=CC=C1